BrC1=CC=C(C=C1)SC1=CC(=NC=C1)C#N 4-((4-bromophenyl)thio)picolinonitrile